5-chloro-3-iodo-1-((2-(trimethylsilyl)ethoxy)methyl)-1H-indazole-6-carbonitrile ClC=1C=C2C(=NN(C2=CC1C#N)COCC[Si](C)(C)C)I